FC1(CCC(CC1)[C@@H](C=1OC2=C(N1)C=C(C=C2)[C@@H](COC)N2C(N[C@@H](C2)C(F)(F)F)=O)NC(OC2CC(C2)(F)F)=O)F 3,3-Difluorocyclobutyl ((S)-(4,4-difluorocyclohexyl)(5-((S)-2-methoxy-1-((S)-2-oxo-4-(trifluoromethyl)imidazolidin-1-yl)ethyl)benzo[d]oxazol-2-yl)methyl)carbamate